FC1=CC=C(C=C1)C(C(=O)N)N1CCC2(CC1)C(N(C=1C2=C2C(=NC1)NC(=C2C2=CC=CC=C2)C=2C=NN(C2)C)C)=O 2-(4-fluorophenyl)-2-(6-methyl-2-(1-methyl-1H-pyrazol-4-yl)-7-oxo-1-phenyl-6,7-dihydro-3H-spiro[dipyrrolo[2,3-b:3',2'-d]pyridine-8,4'-piperidin]-1'-yl)acetamide